C(C)(=O)OC(C(=O)OCC)=C ethyl α-acetoxyacrylate